C(C)OC1=C2C=C(C(OC2=CC(=C1)OCC)=O)C(=O)C1=CC=CC2=CC=CC=C12 5,7-diethoxy-3-(1-naphthoyl)coumarin